methyl (2S)-2-(benzyloxycarbonylamino)-4-bromobutyrate C(C1=CC=CC=C1)OC(=O)N[C@H](C(=O)OC)CCBr